(Z)-4-(octadec-9-en-1-yl) 5-(8-(octyloxy)-8-oxooctyl) 2-(4-(dimethylamino)-butyl)-2-methyl-1,3-dioxolane-4,5-dicarboxylate CN(CCCCC1(OC(C(O1)C(=O)OCCCCCCCC\C=C/CCCCCCCC)C(=O)OCCCCCCCC(=O)OCCCCCCCC)C)C